FC1=C2C(NC(=NC2=C(C=C1)C)CSC1CCNCC1)=O 5-fluoro-8-methyl-2-((piperidin-4-ylthio)methyl)quinazolin-4(3H)-one